CC1(C)C[C@@H](CC(C)=C1\C=C\C(\C)=C\C=C\C(\C)=C\C=C\C=C(/C)\C=C\C=C(/C)\C=C\C1=C(C)C[C@H](CC1(C)C)O)O (3R,3'R,9-cis)-beta,beta-Carotene-3,3'-diol